C(C)(C)C1=CC=C(C=C1)C1=CC=C(C=C1)OC 4-Isopropyl-4'-methoxy-1,1'-biphenyl